C(C)OC=1C=C(C=2N(C1)N=C1C2C=NN1)C=1C=CC(=NC1)N1C[C@@H](CCC1)O (3R,4S)-1-(5-(6-ethoxy-1H-pyrazolo[3',4':3,4]pyrazolo[1,5-a]pyridin-4-yl)pyridin-2-yl)piperidin-3-ol